7-(3-amino-4-((2-methoxyethoxy)methoxy)phenyl)-3-(4-(trifluoromethyl)phenyl)-6,7-dihydro-1,7-naphthyridin-8(5H)-one NC=1C=C(C=CC1OCOCCOC)N1CCC=2C=C(C=NC2C1=O)C1=CC=C(C=C1)C(F)(F)F